BrC1=C(C(=CC(=C1)[N+](=O)[O-])O)O 3-bromo-5-nitro-benzene-1,2-diol